N-phenyl-isobutyl-amide C1(=CC=CC=C1)[N-]CC(C)C